FC1(CN(C1)C(=O)C=1N=NC(=C(C1)C)N1CC=2C=C(C=NC2CC1)C([2H])([2H])[2H])F (3,3-difluoroazetidin-1-yl)(5-methyl-6-(3-(methyl-d3)-7,8-dihydro-1,6-naphthyridin-6(5H)-yl)pyridazin-3-yl)methanone